ClC1=CC=C(C=N1)C1(COC1)CO (3-(6-chloropyridin-3-yl)oxetan-3-yl)methanol